ClC(CCC#N)(C(C)=O)Cl 4,4-dichloro-5-oxo-hexanenitrile